N-(quinoxalin-6-ylmethyl)-4-(3-(trifluoromethyl)piperazin-1-yl)pyridin-3-amine N1=CC=NC2=CC(=CC=C12)CNC=1C=NC=CC1N1CC(NCC1)C(F)(F)F